(trifluoroMethyl)trimethylsilane FC(F)(F)[Si](C)(C)C